C1(=CC=CC=C1)C1=CC=C(C=C1)C1=CC(=CC=C1)N1C2=CC=CC=C2C=2C=C(C=CC12)C=1C=C(C=CC1)N1C2=CC=CC=C2C=2C=CC=CC12 9-[3-(9-(4'-phenyl-1,1'-biphenyl-3-yl)-9H-carbazol-3-yl)phenyl]-9H-carbazole